(2R)-2-(3,3-difluorocyclobutyl)-2-(3-methyl-6-(2-methyl-2H-pyrazolo[3,4-b]pyridin-5-yl)thieno[2,3-b]pyridin-2-yl)ethanol FC1(CC(C1)[C@H](CO)C1=C(C=2C(=NC(=CC2)C2=CC=3C(N=C2)=NN(C3)C)S1)C)F